CN1CC(C1)(C)[C@@](C=1C=C(C=NC1)C1=NC(=NO1)N1CCN(CC1)C(C)=O)(C1=CC=C(C=C1)C(C)C)O 1-[4-(5-{5-[(R)-(1,3-Dimethyl-azetidin-3-yl)-hydroxy-(4-isopropyl-phenyl)-methyl]-pyridin-3-yl}-[1,2,4]oxadiazol-3-yl)-piperazin-1-yl]-ethanone